P(=O)(=O)[Cr](=O)(=O)([O-])[O-].[Ca+2] calcium phosphochromate